C(=O)O.ClC1=C(C(=O)N2COC3=C(C2)C=CC=C3C3=CC(=C(C(=O)O)C=C3F)N3CCOCC3)C(=CC(=C1)O[C@@H]1CNCC1)Cl 4-[3-[2,6-dichloro-4-[(3S)-pyrrolidin-3-yl]oxybenzoyl]-2,4-dihydro-1,3-benzoxazin-8-yl]-5-fluoro-2-morpholin-4-ylbenzoic acid formate